ClC1=CC=C(S1)CNC1=CC(=NN1)C1CN(CC1)C(CN1CCOCC1)=O 1-[3-(5-{[(5-Chlorothiophen-2-yl)methyl]amino}-1H-pyrazol-3-yl)pyrrolidin-1-yl]-2-(morpholin-4-yl)ethan-1-on